FC=1C=C(C=CC1F)NC(=O)C=1C=C(C=CC1)S(=O)(=O)NC=1C=C(C=CC1)B(O)O (3-((3-((3,4-difluorophenyl)carbamoyl)phenyl)sulfonamido)phenyl)boronic acid